2-(2-methyl-1,3-thiazol-4-yl)acetic acid CC=1SC=C(N1)CC(=O)O